BrC1=CC=C(C[N+]2=C3N(C(C(=C2)C2SCC(S2)C)=O)C=CC=C3)C=C1 1-(4-bromobenzyl)-3-(4-methyl-1,3-dithiolan-2-yl)-4-oxo-4H-pyrido[1,2-a]pyrimidinium